ClC=1C(=NC=CC1C1=C(C(=CC=C1)C1=NC(=C(C=C1)C=O)OC)Cl)C=1C=C2CCN(CC2=C(C1)OC)C(=O)OC(C)(C)C tert-Butyl 6-(3-chloro-4-(2-chloro-3-(5-formyl-6-methoxypyridin-2-yl)phenyl)pyridin-2-yl)-8-methoxy-3,4-dihydroisoquinoline-2(1H)-carboxylate